N1C[C@@H](CC1)N(C(OCC1=CC=CC=C1)=O)CCCCCC1=NC=2NCCCC2C=C1 benzyl (R)-pyrrolidin-3-yl(5-(5,6,7,8-tetrahydro-1,8-naphthyridin-2-yl)pentyl)carbamate